C1(=CCC(CC1)C(C)(C)S)C 1-p-menthene-8-thiol